C(#N)C1(CC1)C1=CC=C2C(=CC=NC2=C1)C(=O)O 7-(1-cyanocyclopropyl)quinoline-4-carboxylic acid